C(C)(C)(C)C1=C(C=C(C=C1)NC(C(C1=CC=C(C=C1)OC)N(C(=O)C1=CC(=NO1)O)C)=O)Cl N-(2-((4-tert-butyl-3-chlorophenyl)amino)-1-(4-methoxyphenyl)-2-oxoethyl)-3-hydroxy-N-methyl-1,2-oxazole-5-carboxamide